ClC=1C=C2C=C(NC2=CC1OCC1=NOC=C1)CNC(=O)C1(CC1)F N-((5-chloro-6-(isoxazol-3-ylmethoxy)-1H-indol-2-yl)methyl)-1-fluorocyclopropane-1-carboxamide